tert-butyl N-[4-(3-bromopyrazol-1-yl)cyclohexyl]carbamate BrC1=NN(C=C1)C1CCC(CC1)NC(OC(C)(C)C)=O